BrC1=NC=C2N1CCN(C2)C(=O)OC(C)(C)C Tert-butyl 3-bromo-5,6-dihydroimidazo[1,5-a]pyrazine-7(8H)-carboxylate